N-(1-(3-(4-(4-methoxybenzyl)-6,6-dimethyl-5-oxo-5,6-dihydro-4H-1,3,4-oxadiazin-2-yl)pyrazin-2-yl)ethyl)-N-methyl-3,5-bis(trifluoromethyl)benzamide COC1=CC=C(CN2N=C(OC(C2=O)(C)C)C=2C(=NC=CN2)C(C)N(C(C2=CC(=CC(=C2)C(F)(F)F)C(F)(F)F)=O)C)C=C1